C(N1N=C(C(=C1)NC=O)OC1COCC1=O)([2H])([2H])[2H] N-(1-(methyl-d3)-3-((4-oxotetrahydrofuran-3-yl)oxy)-1H-pyrazol-4-yl)formamide